N5-((1S,2R,3S,4R)-3-((4-Fluoro-3-(trifluoromethyl)phenyl)carbamoyl)bicyclo[2.2.1]heptan-2-yl)-4-methoxy-6-((3-morpholinobicyclo[1.1.1]pentan-1-yl)amino)pyrimidine-2,5-dicarboxamide FC1=C(C=C(C=C1)NC(=O)[C@@H]1[C@@H]([C@H]2CC[C@@H]1C2)NC(=O)C=2C(=NC(=NC2NC21CC(C2)(C1)N1CCOCC1)C(=O)N)OC)C(F)(F)F